ClC=1C=C(C=CC1F)S(=O)(=O)N(C(OC(C)(C)C)=O)C=1N=CSC1 tert-butyl (3-chloro-4-fluorophenyl)sulfonyl(thiazol-4-yl)carbamate